1-(8-bromonaphthalen-1-yl)Propan-2-ol BrC=1C=CC=C2C=CC=C(C12)CC(C)O